ClCC(=O)NC1=C(C(=CC=C1)C)COCC(F)(F)F 2-chloro-N-(3-methyl-2-((2,2,2-trifluoroethoxy)methyl)phenyl)acetamide